C1=CC(=CC(=C1)Cl)OC2=CC=C(C=C2)Cl 3,4'-dichlorodiphenyl ether